COC1=C(C=NC=C1C(=O)O)N1N=CC=C1 4-methoxy-5-(1H-pyrazol-1-yl)nicotinic acid